(1S,3R,4S)-N-((R)-1-cyano-2-((R)-2-oxopiperidin-3-yl)ethyl)-2-((2,5-difluorophenyl)-L-alanyl)-5,5-difluoro-2-azabicyclo[2.2.2]octane-3-carboxamide C(#N)[C@@H](C[C@@H]1C(NCCC1)=O)NC(=O)[C@@H]1N([C@@H]2CC([C@H]1CC2)(F)F)C([C@@H](NC2=C(C=CC(=C2)F)F)C)=O